(2E)-3-methylnona-2,6,8-trien-4-yn-1-ol C\C(=C/CO)\C#CC=CC=C